4-bromo-3',5'-bis(trifluoromethyl)-[1,1'-biphenyl]-3-ol BrC1=C(C=C(C=C1)C1=CC(=CC(=C1)C(F)(F)F)C(F)(F)F)O